5-(3-methylimidazo[1,2-a]pyrimidin-6-yl)-N-(2-azaspiro[3.3]heptan-6-yl)pyrrolo[2,1-f][1,2,4]triazin-2-amine CC1=CN=C2N1C=C(C=N2)C=2C=CN1N=C(N=CC12)NC1CC2(CNC2)C1